FC=1C=CC(=NC1)N1CCN(C2=CC=CC=C12)C(=O)N1C[C@H](CC1)NC(OCCCC)=O Butyl (S)-(1-(4-(5-fluoropyridin-2-yl)-1,2,3,4-tetrahydroquinoxaline-1-carbonyl)pyrrolidin-3-yl)carbaMate